4-(3-(2-((2R)-2-hydroxy-7-azabicyclo[2.2.1]heptan-7-yl)acetyl)-2,5-dimethyl-1H-pyrrol-1-yl)benzonitrile O[C@H]1C2CCC(C1)N2CC(=O)C2=C(N(C(=C2)C)C2=CC=C(C#N)C=C2)C